N-[[4-[5-chloro-6-(trifluoromethyl)-1,3-benzoxazol-2-yl]phenyl]methyl]imidazo[1,2-a]pyrimidine-6-carboxamide ClC=1C(=CC2=C(N=C(O2)C2=CC=C(C=C2)CNC(=O)C=2C=NC=3N(C2)C=CN3)C1)C(F)(F)F